C(C)OC(=O)C1=NC(=NC(=C1C1OCCO1)C1=CCCCC1)Cl.FC1=C(OC=2N=CC(=NC2)NC([C@H](C)N2CC(NCC2)(C)C)=O)C=CC(=C1)F (S)-N-(5-(2,4-difluorophenoxy)pyrazin-2-yl)-2-(3,3-dimethylpiperazin-1-yl)propanamide ethyl-2-chloro-6-(cyclohexen-1-yl)-5-(1,3-dioxolan-2-yl)pyrimidine-4-carboxylate